((1R,5S,6s)-6-((4-(2-aminopropan-2-yl)-6-(2-fluoro-3-methylphenyl)pyridin-2-yl)oxy)-3-azabicyclo[3.1.0]hexan-3-yl)(4-methyl-2-(pyrimidin-2-yl)thiazol-5-yl)methanone NC(C)(C)C1=CC(=NC(=C1)C1=C(C(=CC=C1)C)F)OC1[C@@H]2CN(C[C@H]12)C(=O)C1=C(N=C(S1)C1=NC=CC=N1)C